3-(8-(4-cyano-2-fluorophenyl)-6,9-dioxo-5-(4-(trifluoromethyl)benzyl)-2,5,8-triazaspiro[3.5]nonan-2-yl)-N-methyl-2-(methylamino)benzamide C(#N)C1=CC(=C(C=C1)N1CC(N(C2(CN(C2)C=2C(=C(C(=O)NC)C=CC2)NC)C1=O)CC1=CC=C(C=C1)C(F)(F)F)=O)F